C(#N)C1=C(C=CC(=C1)F)N1CC2(C1)CC(C2)OC=2C=CC(=NC2C(=O)NCCC=2NOC(N2)=O)C=2C(=NC=CC2)OCC 5-{[2-(2-cyano-4-fluorophenyl)-2-azaspiro[3.3]heptan-6-yl]oxy}-2'-ethoxy-N-[2-(5-oxo-2,5-dihydro-1,2,4-oxadiazol-3-yl)ethyl]-[2,3'-bipyridine]-6-carboxamide